6-((1S,2R,5R)-2-benzyl-3-azabicyclo[3.1.0]hexan-3-yl)-4-((R)-2-methylmorpholino)pyridin-2(1H)-one C(C1=CC=CC=C1)[C@@H]1[C@H]2C[C@H]2CN1C1=CC(=CC(N1)=O)N1C[C@H](OCC1)C